C1(C=CC(N1C1=CC=C(C=C1)C=1C(OC2=CC=CC=C2C1C)=O)=O)=O 3-(4-maleimidophenyl)-4-methylcoumarin